ClC1=C(C(=CC(=N1)NC(C)=NO)C)C#N N-(6-Chloro-5-cyano-4-methyl-pyridin-2-yl)-N'-hydroxy-acetamidine